3-(1-((3-(5-Ethyl-6-formyl-4-oxo-7-propyl-4,5-dihydro-3H-pyrrolo[3,2-d]pyrimidin-2-yl)-4-propoxyphenyl)sulfonyl)piperidin-4-yl)propylnitrat C(C)N1C(=C(C=2N=C(NC(C21)=O)C=2C=C(C=CC2OCCC)S(=O)(=O)N2CCC(CC2)CCCO[N+](=O)[O-])CCC)C=O